aminomethylbenzenemethanol NCC1=C(C=CC=C1)CO